2-(tert-Butyl)-6-isopropyl-2'-methyl-1'H-spiro[benzo[d][1,3]oxazine-4,4'-isoquinoline]-1',3'(2'H)-dione C(C)(C)(C)C=1OC2(C(N(C(C3=CC=CC=C23)=O)C)=O)C2=C(N1)C=CC(=C2)C(C)C